CC(C(=O)OC(CCCCC)CC)=C Octane-6-yl Methylacrylate